CCC([C@H]1CC[C@H]2[C@@H]3CCC4=CC(C=C[C@]4(C)[C@H]3CC[C@]12C)=O)=O methylpregna-1,4-diene-3,20-dione